ClC=1C=C(C=CC1)C=1C=NN2C1N=CC(=C2)C(=O)N2CCCCC2 (3-(3-chlorophenyl)pyrazolo[1,5-a]pyrimidin-6-yl)(piperidin-1-yl)methanone